C(C)C1=CC=C(C=C1)N1C=NN(C1=O)CC1=CC(=C(OC(C(=O)O)(C)C)C(=C1)C)C 2-(4-((4-(4-Ethylphenyl)-5-oxo-4,5-dihydro-1H-1,2,4-triazol-1-yl)methyl)-2,6-dimethylphenoxy)-2-methylpropionic acid